NC1=NC(=C2C(=N1)N(N=C2)C)NCC2=CC=C(C=C2)S(=O)(=O)N 4-((6-Amino-1-methyl-1H-pyrazolo[3,4-d]pyrimidin-4-yl)aminomethyl)benzenesulfonamide